C(CCCCC)C(C(=O)OCCCCCCCN([C@@H]1[C@@H](CCCC1)N(C)CCCCCCCOC(C(CCCCCCCC)CCCCCC)=O)C)CCCCCCCC.OC=1C=NC2=CC=CC=C2N1 3-Hydroxyquinoxaline (((1R,2S)-cyclohexane-1,2-diyl)bis(methylazanediyl))bis(heptane-7,1-diyl) bis(2-hexyldecanoate)